6-(4-Methylpyridin-3-yl)-3,4-dihydro-quinazolin-2(1H)-one CC1=C(C=NC=C1)C=1C=C2CNC(NC2=CC1)=O